2-thiocarbonyl-1,2,3,5-tetrahydro-4H-pyrrolo[3,2-d]pyrimidin-4-one C(=S)=C1NC(C2=C(N1)C=CN2)=O